CC(C)(C)OC(=O)NC1=CC(=CC=C1)Br tert-butyl N-(3-bromophenyl)carbamate